ClC=1C=C(C=C(C1)Cl)C1=NC(=CC(=C1)CN1CCC(CC1)CC(=O)O)OC=1C=NC(=NC1)N1CCN(CC(C1)O)C 2-(1-((2-(3,5-dichloro-phenyl)-6-((2-(6-hydroxy-4-methyl-1,4-diazepan-1-yl)pyrimidin-5-yl)oxy)pyridin-4-yl)methyl)piperidin-4-yl)acetic acid